(4S)-5,5-difluoro-4-hydroxy-1-(4,4,4-trifluoro-3-methylbutyl)-6,7-dihydro-4H-indazole-3-carbonitrile FC1([C@H](C=2C(=NN(C2CC1)CCC(C(F)(F)F)C)C#N)O)F